C12(CC3CC(CC(C1)C3)C2)NC(CO)=O N-(adamantan-1-yl)-2-hydroxyacetamide